C(C=C)[Si](O[Si](C)(C)CC=C)(C)C.[Pt] platinum 1,3-diallyl-1,1,3,3-tetramethyl-disiloxane